BrC1=C(C(=C(C=C1)OC)C)C(F)(F)F 1-Bromo-4-methoxy-3-methyl-2-(trifluoromethyl)benzene